ClCCOC(NC1[C@H]2CN(C[C@@H]1CC2)C=2SC(=NN2)Br)=O ((1R,5S,8s)-3-(5-bromo-1,3,4-thiadiazol-2-yl)-3-azabicyclo[3.2.1]oct-8-yl)carbamic acid 2-chloroethyl ester